Ethyl (2,4-dichloro-1,3-thiazol-5-yl)(oxo)acetate ClC=1SC(=C(N1)Cl)C(C(=O)OCC)=O